(S)-(4-(2,2-difluoroethyl)oxazol-5-yl)(4-(5-fluorobenzo[d]oxazol-2-yl)-6,7-dihydro-1H-imidazo[4,5-c]pyridin-5(4H)-yl)methanone FC(CC=1N=COC1C(=O)N1[C@@H](C2=C(CC1)NC=N2)C=2OC1=C(N2)C=C(C=C1)F)F